N-(3-Cyano-6-ethyl-5-(3-fluorobenzyl)-4,5,6,7-tetrahydrothieno[3,2-c]pyridin-2-yl)-2-(4-sulfamoylphenyl)acetamid C(#N)C1=C(SC2=C1CN(C(C2)CC)CC2=CC(=CC=C2)F)NC(CC2=CC=C(C=C2)S(N)(=O)=O)=O